(3R,4S)-3-cyclopropyl-1-[6-(6-fluoropyridin-3-yl)pyrrolo[1,2-b]pyridazin-4-yl]-4-methyl-2-oxopyrrolidine-3-carbonitrile C1(CC1)[C@]1(C(N(C[C@H]1C)C=1C=2N(N=CC1)C=C(C2)C=2C=NC(=CC2)F)=O)C#N